1H-1,2,3-triazole-4-amide N1N=NC(=C1)C(=O)N